ClC=1C=CC(=C(C1)C1=CC(=C(N=N1)C1CCN(CC1)C(=O)OC(C)(C)C)NC1=CC(=NC=C1)NC(CCN1CCN(CC1)C)=O)F tert-butyl 4-[6-(5-chloro-2-fluorophenyl)-4-({2-[3-(4-methylpiperazin-1-yl)propanamido]pyridin-4-yl}amino)pyridazin-3-yl]piperidine-1-carboxylate